C(CCCCCCC)OC(C=CC1=CC(=C(C(=C1)N1N=C2C(=N1)C=CC(=C2)Cl)O)C(C)(C)C)=O 3-[3-tert-butyl-5-(5-chloro-2H-benzotriazol-2-yl)-4-hydroxyphenyl]acrylic acid octyl ester